(3S)-10-amino-2,3,5,6-tetrahydro-3,7-methanobenzo[e][1,4,7]dioxazonine-11-carbonitrile NC=1C=CC2=C(OC[C@H]3OCCN2C3)C1C#N